2-(4-chlorophenyl)-6-methylpyrimidine ClC1=CC=C(C=C1)C1=NC(=CC=N1)C